ClC1=CC=C(C(=N1)C1=NC=2N(C=C1)N=C(C2)C(F)(F)F)SCC 5-(6-chloro-3-(ethylthio)pyridin-2-yl)-2-(trifluoromethyl)pyrazolo[1,5-a]pyrimidine